S1C(=CC=C1)CN1[C@H]2CC(C[C@@H]1CC2)NC(=O)C2=CC=C1C=CNC1=C2 N-((1R,3s,5S)-8-(Thiophen-2-ylmethyl)-8-azabicyclo[3.2.1]octan-3-yl)-1H-indol-6-carboxamid